C=1NC=CN2COC=CC21 2H,6H-pyrazino[1,2-c][1,3]oxazine